methyl-D-erythritol CC([C@H](O)[C@H](O)CO)O